3,3,3-trifluoro-2,2-dimethylpropanoic acid FC(C(C(=O)O)(C)C)(F)F